CC(=C)CCC 2-METHYL-1-PENTENE